(1S,2R,3S,4R,5S)-4-(2-Chloro-6-((dicyclopentylmethyl)amino)-9H-purin-9-yl)-1-((ethylthio)methyl)bicyclo[3.1.0]hexane-2,3-diol ClC1=NC(=C2N=CN(C2=N1)[C@H]1[C@@H]([C@@H]([C@@]2(C[C@H]12)CSCC)O)O)NC(C1CCCC1)C1CCCC1